FC1=C(CN2CCOCC2)C=CC(=C1)C1=CC2=C(CC3=C2NN=C3C3=CC=C2C=NN(C2=C3)C)S1 4-(2-Fluoro-4-(3-(1-methyl-1H-indazol-6-yl)-1,4-dihydrothieno[2',3':4,5]cyclopenta[1,2-c]pyrazol-6-yl)benzyl)morpholine